C(N)(=O)C1(COCC1)NC(=O)C=1N(N=C2C=CC(=CC12)OCC1=C(C=CC=C1)F)C N-(3-carbamoyloxolan-3-yl)-5-[(2-fluorophenyl)methoxy]-2-methyl-2H-indazole-3-carboxamide